C(N)(=O)C1=CC(=C(C=C1)C=1C=C(C=CC1)CN1[C@H](COCC1)C(=O)NCC=1C=CC(=NC1)C(=O)O)C 5-[[[(3R)-4-[[3-(4-carbamoyl-2-methyl-phenyl)phenyl]methyl]morpholine-3-carbonyl]amino]methyl]pyridine-2-carboxylic acid